NC1=C2C(=NC=N1)N(N=C2C)C(C)C=2C(=C(C(=C(C2)Cl)C)C2CN(C2)[C@H](CO)C)OC (2S)-2-(3-{3-[1-(4-amino-3-methyl-1H-pyrazolo[3,4-d]pyrimidin-1-yl)ethyl]-5-chloro-2-methoxy-6-methylphenyl}azetidin-1-yl)propan-1-ol